ClC1=NC=C(C#N)C=C1OC(F)F 6-chloro-5-(difluoromethoxy)nicotinonitrile